5-chloro-2-[(3R)-3-ethoxypyrrolidine-1-carbonyl]-7,8-dihydro-6H-spiro[[1,3]oxazolo[5,4-f]quinazoline-9,1'-cyclohexane]-7-one ClC=1C=C2C(=C3C1NC(NC31CCCCC1)=O)OC(=N2)C(=O)N2C[C@@H](CC2)OCC